NC=1N=C(C=2C(N1)=CN(N2)CC2=C(C=C(C=C2OC)N2CCN(CC2)C(CCCCNC(CCCCCCCCCCCCCCCCC)=O)=O)OC)N[C@H](CO)CCC (S)-N-(5-(4-(4-((5-amino-7-((1-hydroxypentan-2-yl)amino)-2H-pyrazolo[4,3-d]pyrimidin-2-yl)methyl)-3,5-dimethoxyphenyl)piperazin-1-yl)-5-oxopentyl)stearamide